C(C)(=O)OOC1=NN(C(=C1CC)C1=CC=CC=C1)C1=CC=CC=C1 ethyl-[(1,5-diphenyl-1H-pyrazol-3-yl)oxy] acetate